2,4-bis(benzyloxy)-5-isopropylbenzaldehyde C(C1=CC=CC=C1)OC1=C(C=O)C=C(C(=C1)OCC1=CC=CC=C1)C(C)C